((2S,4R,5R)-4-Acetoxy-5-(2-amino-6,8-dioxo-1,6,7,8-tetrahydro-9H-purin-9-yl)tetrahydrofuran-2-yl)methyl acetate C(C)(=O)OC[C@H]1O[C@H]([C@@H](C1)OC(C)=O)N1C=2N=C(NC(C2NC1=O)=O)N